BrC=1N=C(N2C1C(N(CC2)C(=O)C2=CC=C(C=C2)F)C)C=2SC=C(N2)C(F)(F)F (1-bromo-8-methyl-3-(4-(trifluoromethyl)thiazol-2-yl)-5,6-Dihydroimidazo[1,5-a]pyrazin-7(8H)-yl)(4-fluorophenyl)methanone